FC(CO)(F)C=1C(=C(C=CC1)[C@@H](C)NC1=NC(=NC2=CC3=C(C=C12)N(C(C3(C)C)=O)C)C)F (R)-4-((1-(3-(1,1-difluoro-2-hydroxyethyl)-2-fluorophenyl)ethyl)amino)-2,6,8,8-tetramethyl-6,8-dihydro-7H-pyrrolo[2,3-g]quinazolin-7-one